C(=CCCCCCCCCCCCCCCCC)N1C(=C(C(C=C1)=O)OCC1=CC=CC=C1)CC N-octadecenyl-2-ethyl-3-benzyloxypyridin-4-one